2-(4-bromo-2-fluoro-benzyl)-7-fluoro-3-hydroxyisoindolin-1-one-3-d BrC1=CC(=C(CN2C(C3=C(C=CC=C3C2([2H])O)F)=O)C=C1)F